methyltributylphosphine phosphate P(=O)(O)(O)O.CC(CCC)P(CCCC)CCCC